ethyl 2-{5'-fluoro-3-iodo-1'-methyl-[4,6'-biindazol]-1-yl}acetate FC=1C=C2C=NN(C2=CC1C=1C=2C(=NN(C2C=CC1)CC(=O)OCC)I)C